(R)-2-(2-naphthoylamino)-3-cyclohexylpropionic acid methyl ester COC([C@@H](CC1CCCCC1)NC(=O)C1=CC2=CC=CC=C2C=C1)=O